O1C(OCC1)C1CCN(CC1)C1=CC=C(C2=C1N=CO2)N2CNCC=C2 1-(4-(4-(1,3-dioxolane-2-yl)piperidin-1-yl)benzo[d]oxazol-7-yl)dihydropyrimidine